2-cyclohexyl-1,6-heptadien C1(CCCCC1)C(=C)CCCC=C